C(#N)C1=CC(=C(C=C1)N1CC(N(C2(CC(C2)NC(=O)NC)C1=O)CC1=CC=C(C=C1)C(F)(F)F)=O)F 1-((2s,4s)-8-(4-cyano-2-fluorophenyl)-6,9-dioxo-5-(4-(trifluoromethyl)benzyl)-5,8-diazaspiro[3.5]nonan-2-yl)-3-methylurea